NC1=C2NC(N(C2=NC(=N1)OC(C)CCC)CCCCCN1CCCCC1)=O 6-amino-2-(pentan-2-yloxy)-9-(5-(piperidin-1-yl)pentyl)-7,9-dihydro-8H-purin-8-one